O=C1[C@H](C2=C(CN3N1CCC3)C=CC=C2)NC(CCC(=O)N)=O N1-((S)-11-oxo-2,3,10,11-tetrahydro-1H,5H-benzo[d]pyrazolo[1,2-a][1,2]diazepin-10-yl)succinamid